decenylmethylsuccinate C(=CCCCCCCCC)C(C(=O)[O-])(CC(=O)[O-])C